benzoyl-L-phenylalanine C(C1=CC=CC=C1)(=O)N[C@@H](CC1=CC=CC=C1)C(=O)O